CON(C(=O)C1CC(CCC1)NC(OC(C)(C)C)=O)C tert-butyl (3-(methoxy(methyl)carbamoyl)cyclohexyl)carbamate